hexane-1,6-diol acrylate C(C=C)(=O)OCCCCCCO